tert-butyl (S)-2-amino-3,3-dimethylbutyrate hydrochloride Cl.N[C@H](C(=O)OC(C)(C)C)C(C)(C)C